ClC(CC[Na])O chlorohydroxypropyl-sodium